N-hydroxy-4-(pyrrolidin-1-yl)benzamide methyl-(6R,7S)-2-oxo-7-({[(CIS)-4-phenylcyclohexyl]oxy}methyl)-4-oxa-1,8-diazaspiro[5.5]undecane-8-carboxylate COC(=O)N1[C@@H]([C@@]2(COCC(N2)=O)CCC1)CO[C@@H]1CC[C@@H](CC1)C1=CC=CC=C1.ONC(C1=CC=C(C=C1)N1CCCC1)=O